BrC1=NC2=C(C(NN=C2)=O)N1C 2-bromo-1-methyl-1H,6H,7H-imidazo[4,5-d]pyridazin-7-one